C(C)(=O)O[C@@H]1[C@H]([C@@H]([C@H]([C@@H]([C@H]1NC(=O)OCC1=CC=CC=C1)OC1O[C@@H]([C@H](C[C@H]1N=[N+]=[N-])OCC1=CC=CC=C1)CN=[N+]=[N-])OC(C)=O)OC(C)=O)NC(=O)OCC1=CC=CC=C1 [(1S,2R,3S,4S,5R,6S)-3,4-diacetoxy-5-[(3R,5S,6R)-3-azido-6-(azidomethyl)-5-benzyloxy-tetrahydropyran-2-yl]oxy-2,6-bis(benzyloxycarbonylamino)cyclohexyl] acetate